C(=S)(N1C(C=CC=C1)=O)N1C(C=CC=C1)=O 1,1'-Thiocarbonylbis(pyridin-2(1H)-one)